C(C)(C)(C)OC(=O)NCC(=O)ON1C(C2=CC=CC=C2C1=O)=O 1,3-dioxoisoindolin-2-yl (tert-butoxycarbonyl)glycinate